COC1=C(C(=CC=C1)OC)C=1N=C(OC1C1=CC=CC=C1)C1=CC=CC=C1 4-(2,6-dimethoxyphenyl)-2,5-diphenyloxazole